1-(4-amino-3-fluorobenzoyl)piperidine-3-carboxylic acid ethyl ester C(C)OC(=O)C1CN(CCC1)C(C1=CC(=C(C=C1)N)F)=O